(2,3,4,6-tetrafluorophenyl)borate FC1=C(C(=CC(=C1F)F)F)OB([O-])[O-]